1-(8-nitroquinolin-3-yl)ethan-1-one [N+](=O)([O-])C=1C=CC=C2C=C(C=NC12)C(C)=O